P(=O)(OC[C@@H]1O[C@H]([C@@H](C1)OC)N1C(NC(C=C1)=O)=O)(OCCCC)O.[K] potassium ((2R,3R,4R,5R)-5-(2,4-dioxopyrimidin-1(2H)-yl)-4-methoxy-tetrahydrofuran-2-yl)-methyl butyl hydrogen phosphate